dicarboxypyrrolidone C(=O)(O)C1C(N(CC1)C(=O)O)=O